3-[2,4-bis(trifluoromethyl)phenyl]-7-fluoro-1-(prop-2-ynyl)-2,3,4,5-tetrahydro-1H-1-benzazepine-2-One FC(C1=C(C=CC(=C1)C(F)(F)F)C1C(N(C2=C(CC1)C=C(C=C2)F)CC#C)=O)(F)F